8,8'-((((1S,3S)-3-hydroxycyclohex-yl)methyl)azanedi-yl)bis(N,N-didec-yloctanamide) O[C@@H]1C[C@H](CCC1)CN(CCCCCCCC(=O)N(CCCCCCCCCC)CCCCCCCCCC)CCCCCCCC(=O)N(CCCCCCCCCC)CCCCCCCCCC